FC1=C(C(=CC=C1)C(F)(F)F)CNC(=O)C=1N(N=C2C=CC(=CC12)OCC1=NC=CC=C1)C N-{[2-fluoro-6-(trifluoromethyl)phenyl]methyl}-2-methyl-5-[(pyridin-2-yl)methoxy]-2H-indazole-3-carboxamide